C[N+]1=CC=C(C=C1)C=C 1-methyl-4-vinylpyridinium